4-[5-(aminomethyl)pyridin-2-yl]-3-[2-methyl-5-(oxan-4-yl)pyrazol-3-yl]oxybenzonitrile NCC=1C=CC(=NC1)C1=C(C=C(C#N)C=C1)OC=1N(N=C(C1)C1CCOCC1)C